C1(CC1)[C@H](C)N1C(C2=C(C=C(C=C2C1)C1=CC(=NN1C)NC(C)=O)S(N(C)C)(=O)=O)=O (S)-N-(5-(2-(1-cyclopropylethyl)-7-(N,N-dimethylsulfamoyl)-1-oxoisoindol-5-yl)-1-methyl-1H-pyrazol-3-yl)acetamide